BrC=1C(=NC=CC1N1CCN(CC1)CC=1C=C2CN(CC2=CC1)N1C(NC(CC1)=O)=O)Cl 5-((4-(3-bromo-2-chloropyridin-4-yl)piperazin-1-yl)methyl)-2-(2,4-dioxotetrahydropyrimidin-1(2H)-yl)isoindoline